C(C)(C)(C)C1=CC=C(C=C1)N1C(N(C(C1=O)(C)C)CC1=CC(=NC=C1)NC(COC)(C)C)=O 3-(4-(tert-butyl)phenyl)-1-((2-((1-methoxy-2-methylpropan-2-yl)amino)pyridin-4-yl)methyl)-5,5-dimethylimidazolidine-2,4-dione